CCC(CCCC)=O Heptan-3-on